1-(3-methoxyphenyl)-2-oxo-1,2-dihydropyridine-3-carboxamide COC=1C=C(C=CC1)N1C(C(=CC=C1)C(=O)N)=O